1-[1-(2,2-Difluoro-benzo[1,3]dioxol-5-yl)-ethyl]-3-spiro[3.3]hept-2-yl-urea FC1(OC2=C(O1)C=CC(=C2)C(C)NC(=O)NC2CC1(C2)CCC1)F